N-(4-(4-(3-cyanopropionyl)piperazin-1-yl)-1H-pyrrolo[2,3-b]pyridin-6-yl)cyclopropylcarboxamide C(#N)CCC(=O)N1CCN(CC1)C1=C2C(=NC(=C1)NC(=O)C1CC1)NC=C2